COC(C1CCN(CC1)C=1C=C2CN(C(C2=CC1)=O)C1C(NC(CC1)=O)=O)OC 3-[5-[4-(dimethoxymethyl)-1-piperidinyl]-1-oxo-isoindolin-2-yl]Piperidine-2,6-dione